C(C=C)(=O)N1C[C@@H]2COC3=C(C(N2CC1)=O)C(=NC(=C3Cl)C3=C(C=CC=C3O)F)OCC3N(CCC3(C)C)C (6aR)-8-acryloyl-4-chloro-1-((1,3,3-trimethyltetrahydropyrrol-2-yl)methoxy)-3-(2-fluoro-6-hydroxyphenyl)-6,6a,7,8,9,10-hexahydro-12H-pyrazino[2,1-c]pyrido[3,4-f][1,4]oxazepin-12-one